3-(2-(1-(1-bromo-4-methoxynaphthalen-2-yl)ethylidene)hydrazino)-5-chloropyridine BrC1=C(C=C(C2=CC=CC=C12)OC)C(C)=NNC=1C=NC=C(C1)Cl